FC1=C2CN(C(C2=CC=C1N1CCC(CC1)O[C@@H]1C[C@H](CC1)OC1CCN(CC1)C1=NC=NC(=C1)C=1NN=C2C=CC(=CC12)OC1(CC1)C)=O)C1C(NC(CC1)=O)=O 3-[4-fluoro-5-[4-[(1S,3S)-3-[[1-[6-[5-(1-methylcyclopropoxy)-2H-indazol-3-yl]pyrimidin-4-yl]-4-piperidyl]oxy]cyclopentoxy]-1-piperidyl]-1-oxo-isoindolin-2-yl]piperidine-2,6-dione